2-bromo-N-cyclopropyl-N-(4-methoxy-benzyl)-4-nitro-benzamide BrC1=C(C(=O)N(CC2=CC=C(C=C2)OC)C2CC2)C=CC(=C1)[N+](=O)[O-]